C1(CCCCC1)C#N cyclohexaneCarbonitrile